1-((4,7,10-tris(carboxymethyl)-1,4,7,10-tetraazacyclododecane-1-yl)methyl)isoquinoline 2-oxide C(=O)(O)CN1CCN(CCN(CCN(CC1)CC(=O)O)CC(=O)O)CC1=[N+](C=CC2=CC=CC=C12)[O-]